C1(CCCC1)N1C2=NC(=NC=C2N=C1NC1=CC=CC=C1)NC1=CC=C(C=C1)N1CCC(CC1)N(C)CC1=CC=C(C=C1)NC1C(NC(CC1)=O)=O 3-((4-(((1-(4-((9-cyclopentyl-8-(phenylamino)-9H-purin-2-yl)amino)phenyl)piperidin-4-yl)(methyl)amino)methyl)phenyl)amino)piperidine-2,6-dione